ClC=1C=CC(=C(CN2C[C@H](CC2)CNC(OC(C)(C)C)=O)C1)OCCO tert-butyl (R)-((1-(5-chloro-2-(2-hydroxyethoxy)benzyl)pyrrolidin-3-yl)methyl)carbamate